NCC1=CC=C(C=N1)C(N[C@H](C(NCCCC[C@H](NC(N[C@@H](CCC(=O)O)C(=O)O)=O)C(=O)O)=O)CC1=CC2=CC=CC=C2C=C1)=O (3S,10S,14S)-1-[6-(aminomethyl)pyridin-3-yl]-3-[(naphthalen-2-yl)methyl]-1,4,12-trioxo-2,5,11,13-tetraazahexadecane-10,14,16-tricarboxylic acid